4-hydroxy-3-(1,2,3,4-tetrahydro-1-naphthyl)coumarin OC1=C(C(OC2=CC=CC=C12)=O)C1CCCC2=CC=CC=C12